1-(4-(((R)-1-(3-((R/S)-1,1-difluoro-2-hydroxypropyl)-2-fluorophenyl)ethyl)amino)-2-methyl-8,9-dihydro-7H-cyclopenta[h]quinazolin-6-yl)-4-(methoxymethyl)piperidin-4-ol FC([C@@H](C)O)(F)C=1C(=C(C=CC1)[C@@H](C)NC1=NC(=NC2=C3C(=C(C=C12)N1CCC(CC1)(O)COC)CCC3)C)F |&1:2|